((6-methyl-4-(methylthio)-2-oxo-1,2-dihydropyridin-3-yl)methyl)-2-(1-(2,2,2-trifluoroethyl)piperidin-4-yl)benzo[d][1,3]dioxole-5-carboxamide CC1=CC(=C(C(N1)=O)CC1=C(C=CC=2OC(OC21)C2CCN(CC2)CC(F)(F)F)C(=O)N)SC